ClC=1C=C(C=C(C1)Cl)C1=CC(=CC(=C1)CN1CCN(CC1)C1=CC=NC=C1)CN1CCN(CC1)C1=CC=NC=C1 4,4'-((3',5'-dichloro-[1,1'-biphenyl]-3,5-diyl)bis(methylene))bis(1-(pyridin-4-yl)piperazine)